naphthalen-1-yl dimethylcarbamate CN(C(OC1=CC=CC2=CC=CC=C12)=O)C